1,2,4,5-cyclohexanetetracarboxylic acid ethyl ester C(C)OC(=O)C1C(CC(C(C1)C(=O)O)C(=O)O)C(=O)O